CC(C=NO)=CC N-(2-methylbutan-2-enylidene)hydroxylamine